BrC1=C2CCO[C@H](C2=CC=C1)CN(C(OC(C)(C)C)=O)C (R)-tert-Butyl ((5-bromoisochroman-1-yl)methyl)(methyl)carbamate